D-Lactose Monohydrate O.OC1[C@H](O)[C@@H](O)[C@H](O[C@H]2[C@H](O)[C@@H](O)[C@@H](O)[C@H](O2)CO)[C@H](O1)CO